O=C1N(C(C=C1)=O)CCCCCC(=O)N[C@H](C(=O)N[C@H](C(=O)NC1=CC=C(C=C1)CO)CCCNC(=O)N)C(C)C 6-(2,5-dioxo-2,5-dihydro-1H-pyrrol-1-yl)-N-((S)-1-(((S)-1-((4-(hydroxymethyl)phenyl)amino)-1-oxo-5-ureidopent-2-yl)amino)-3-methyl-1-oxobutan-2-yl)hexanamide